tri(2-methyl-3-heptyl) citrate C(CC(O)(C(=O)OC(C(C)C)CCCC)CC(=O)OC(C(C)C)CCCC)(=O)OC(C(C)C)CCCC